2-(tert-butyl)-N-(2-methyl-4-(2-(1-methylpiperidin-4-carboxamido)pyridin-4-yl)benzyl)thiazole methyl-4-(6-amino-5-morpholino-1,3-benzoxazol-2-yl)cyclohexanecarboxylate COC(=O)C1CCC(CC1)C=1OC2=C(N1)C=C(C(=C2)N)N2CCOCC2.C(C)(C)(C)C2SC=CN2CC2=C(C=C(C=C2)C2=CC(=NC=C2)NC(=O)C2CCN(CC2)C)C